6-hydroxy-7-(6-(methyl(2,2,6,6-tetramethylpiperidin-4-yl)amino)pyridazin-3-yl)isoquinoline-1-carboxamide OC=1C=C2C=CN=C(C2=CC1C=1N=NC(=CC1)N(C1CC(NC(C1)(C)C)(C)C)C)C(=O)N